methyl (S)-3-(4-((3,4-dihydro-2H-benzo[b][1,4]dioxepin-3-yl) methoxy) phenyl)-4-hexynoate O1C2=C(OCC(C1)COC1=CC=C(C=C1)[C@H](CC(=O)OC)C#CC)C=CC=C2